[6-[2,3-Difluoro-4-[4-(4-propylcyclohexyl)cyclohex-1-enyl]phenyl]-2-fluoro-3-(trifluoromethyl)phenyl] trifluoromethanesulfonate FC(S(=O)(=O)OC1=C(C(=CC=C1C1=C(C(=C(C=C1)C1=CCC(CC1)C1CCC(CC1)CCC)F)F)C(F)(F)F)F)(F)F